3-[(3-benzyloxyanilino)methyl]piperidine-2,6-dione C(C1=CC=CC=C1)OC=1C=C(NCC2C(NC(CC2)=O)=O)C=CC1